FC1=C(C=C(C=C1)C)C1CCN(CC1)C(=O)C1CC2(C1)NC(OC2)=O (2s,4s)-2-(4-(2-Fluoro-5-methylphenyl)piperidine-1-carbonyl)-7-oxa-5-azaspiro[3.4]octan-6-one